S1C2=C(C=C1)C=C(C=C2)CNC(=O)C2NCCN(C2)C=2C=1C(N=CN2)=NN(C1)C1=CC(=C(C=C1)C(F)(F)F)F N-(benzo[b]thiophen-5-ylmethyl)-4-(2-(3-fluoro-4-(trifluoromethyl)phenyl)-2H-pyrazolo[3,4-d]pyrimidin-4-yl)piperazine-2-carboxamide